2-bromo-3-nitro-benzaldehyde BrC1=C(C=O)C=CC=C1[N+](=O)[O-]